(S)-2-benzyl-6-methoxy-2-vinylindoline C(C1=CC=CC=C1)[C@@]1(NC2=CC(=CC=C2C1)OC)C=C